C(C1=CC=CC=C1)N1CC(N(CC1=O)C(=O)OC(C)(C)C)(C)C tert-butyl 4-benzyl-2,2-dimethyl-5-oxopiperazine-1-carboxylate